C(=C)[C@H]1CC([C@H]2[C@@H]1OC(O2)(C)C)=O (3aR,6R,6aR)-6-vinyl-2,2-dimethyl-hexahydrocyclopenta[d][1,3]dioxol-4-one